C(C)N1C=2C=3C(=NC=C(C3N=C(N2)OC[C@]23CCCN3C[C@@H](C2)F)F)OCC12CC2 10-ethyl-4-fluoro-2-(((2R,7aS)-2-fluorotetrahydro-1H-pyrrolizin-7a(5H)-yl)methoxy)-8H,10H-7-oxa-1,3,6,10-tetraazaspiro[cyclohepta[de]naphthalene-9,1'-cyclopropan]